[C].[C].[Cr].[Cr] dichromium dicarbon